3-aminocarbonyl-1-β-D-ribofuranosyl-pyridinium NC(=O)C=1C=[N+](C=CC1)[C@H]1[C@H](O)[C@H](O)[C@H](O1)CO